FC(C=1C(=C(C=CC1)[C@@H](C)NC=1C2=C(N=C(N1)C)N=C(C(=C2)P(=O)(C(C)C)C(C)C)C)F)F N-{(1R)-1-[3-(difluoromethyl)-2-fluorophenyl]ethyl}-6-[di(propan-2-yl)phosphoryl]-2,7-dimethylpyrido[2,3-d]pyrimidin-4-amine